ClC(C1=NC(=NO1)C1=CC=2N(C=C1)C=C(N2)CC(=O)N=S(=O)(CC2=CC=C(C=C2)C)C)(F)F 2-(7-(5-(chlorodifluoromethyl)-1,2,4-oxadiazol-3-yl)imidazo[1,2-a]pyridin-2-yl)-N-(methyl(4-methylbenzyl)(oxo)-λ6-sulfaneylidene)acetamide